(diphenyltriazinyl)(Phenyldibenzoselenophenyl)benzene C1(=CC=CC=C1)C1=C(C(=NN=N1)C1=C(C=CC=C1)C1=C(C=CC=2[Se]C3=C(C21)C=CC=C3)C3=CC=CC=C3)C3=CC=CC=C3